NC1=C(C=C(C=N1)NC(C(=O)N1[C@H](CC[C@@H](C1)C)C=1C=CC2=C(N=C(S2)C)C1)=O)C N-(6-amino-5-methyl-3-pyridyl)-2-[(2R,5S)-5-methyl-2-(2-methyl-1,3-benzothiazol-5-yl)-1-piperidyl]-2-oxo-acetamide